N,N-bis[(4-methoxyphenyl)methyl]-2-(morpholin-4-yl)-8-(oxan-4-yl)pyrazolo[1,5-a][1,3,5]triazin-4-amine COC1=CC=C(C=C1)CN(C1=NC(=NC=2N1N=CC2C2CCOCC2)N2CCOCC2)CC2=CC=C(C=C2)OC